[Rh].[Na] sodium-rhodium